COC1=C2C=C(C(N(C2=CC(=C1)C1CCOCC1)C)=O)C 5-methoxy-1,3-dimethyl-7-(tetrahydro-2H-pyran-4-yl)quinolin-2(1H)-one